6-bromo-7-methoxy-4-methyl-1,2,3,4-tetrahydroquinoline BrC=1C=C2C(CCNC2=CC1OC)C